iron-titanium-oxide [O-2].[Ti+4].[Fe+2].[O-2].[O-2]